ClC1=CC=C(C=C1)/C(=C/CN1CCN(CC1)C(=O)NC1=CC=C(C=C1)C)/C (E)-4-(3-(4-chlorophenyl)but-2-en-1-yl)-N-(p-tolyl)piperazine-1-carboxamide